[1,1'-biphenyl]-4-yl (2,5-dichlorophenyl) ketone ClC1=C(C=C(C=C1)Cl)C(=O)C1=CC=C(C=C1)C1=CC=CC=C1